CN1N=NN=C1C=1C=C(C=CC1)N1C2=C(NC(CC1=O)=O)C=1CCCCC1C=C2 5-[3-(1-methyl-1H-tetrazol-5-yl)phenyl]-1,5,8,9,10,11-hexahydronaphtho[1,2-b][1,4]diazepin-2,4-dione